C1(CC1)C1=C(C(=NC=C1)OC)C=1N=CC2=C(N1)C(=CN2)C(O)C2=CC=C(C=C2)C=2N(C=C(N2)C(F)(F)F)C [2-(4-cyclopropyl-2-methoxy-3-pyridyl)-5H-pyrrolo[3,2-d]pyrimidin-7-yl]-[4-[1-methyl-4-(trifluoromethyl)imidazol-2-yl]phenyl]methanol